ClC=1C=C(C=CC1F)C(=O)N1[C@@H](C=2N(CC1)C(=NN2)C2=CC=NN2C2CC2)C (R)-(3-chloro-4-fluorophenyl)(3-(1-cyclopropyl-1H-pyrazol-5-yl)-8-methyl-5,6-dihydro-[1,2,4]triazolo[4,3-a]pyrazin-7(8H)-yl)methanone